C(CC(C)C)[O-].[Na+] sodium isopentanolate